1H-benzo[d][1,2,3]triazol-1-yl (1,3-dioxoisoindolin-2-yl)(isobutyl)carbamate O=C1N(C(C2=CC=CC=C12)=O)N(C(ON1N=NC2=C1C=CC=C2)=O)CC(C)C